C(C1=CC=CC=C1)OC=1C(=C(C(=O)O[C@H]2[C@@H](OC3=CC(=CC(=C3C2)OCC2=CC=CC=C2)OCC2=CC=CC=C2)C2=C(C=C(C(=C2)OCC2=CC=CC=C2)OCC2=CC=CC=C2)F)C=C(C1OCC1=CC=CC=C1)OCC1=CC=CC=C1)F (2S,3R)-5,7-bis(benzyloxy)-2-(4,5-bis(benzyloxy)-2-fluorophenyl)chroman-3-yl 3,4,5-tris(benzyloxy)-2-fluorobenzoate